1-(2,3-dihydro-1H-inden-2-yl)-3-(2-(2-oxo-2-(1,4,6,7-tetrahydro-5H-[1,2,3]triazolo[4,5-c]pyridin-5-yl)ethyl)benzo[d]oxazol-6-yl)urea C1C(CC2=CC=CC=C12)NC(=O)NC1=CC2=C(N=C(O2)CC(N2CC3=C(CC2)NN=N3)=O)C=C1